O=C([C@@H](O)[C@@H](O)[C@H](O)[C@H](O)CO)[O-] D-mannonate